FCOC1=CC=C2C=CC(=CC2=C1)O 7-(fluoromethoxy)naphthalen-2-ol